2-fluoro-5-hydroxyphenyl-boronic acid FC1=C(C=C(C=C1)O)B(O)O